2-((tert-butoxycarbonyl)(cyclopropylmethyl)amino)pyridine C(C)(C)(C)OC(=O)N(C1=NC=CC=C1)CC1CC1